Cl.C(C)N1C(=CC2=CC=CC=C12)C1=NC2=C(N1C)C(=CC(=C2)C(=O)N2C[C@@H](CCC2)N)OC (3R)-1-[2-(1-ethyl-1H-indol-2-yl)-7-methoxy-1-methyl-1H-1,3-benzodiazole-5-carbonyl]piperidin-3-amine hydrochloride salt